S1C(=CC=C1)C(=O)N1CN(N=C1)C1=CC=C(C=C1)C 4-(thiophene-2-carbonyl)-2-(p-tolyl)-2,4-dihydro-3H-1,2,4-triazole